F[C@H]1[C@@H]([C@H](O[C@H]1N1C2=NC=NC(=C2N=C1)OC)OCP([O-])([O-])=O)I ((((2R,3R,4R,5R)-4-fluoro-3-iodo-5-(6-methoxy-9H-purin-9-yl)tetrahydrofuran-2-yl)oxy)methyl)phosphonate